tin distearate C(CCCCCCCCCCCCCCCCC)(=O)[O-].C(CCCCCCCCCCCCCCCCC)(=O)[O-].[Sn+2]